N1C=C(C2=CC=CC=C12)C[C@@H](C(=O)N(C)OC)NC(OC(C)(C)C)=O tert-butyl (S)-(3-(1H-indol-3-yl)-1-(methoxy(methyl)amino)-1-oxopropan-2-yl)carbamate